[Si](C)(C)(C(C)(C)C)OC(C(CCC=C)O)C1CN(CCOC1)C(=O)OC(C)(C)C tert-butyl 6-(1-((tert-butyldimethylsilyl)oxy)-2-hydroxyhex-5-en-1-yl)-1,4-oxazepane-4-carboxylate